5-(2-Chloro-3-fluoro-phenyl)-3-(2-methoxy-ethyl)-1-{2-oxo-2-[4-(2-oxo-1,2,4,5-tetrahydro-benzo[d][1,3]diazepin-3-yl)-piperidin-1-yl]-ethyl}-1H-pyrimidine-2,4-dione ClC1=C(C=CC=C1F)C=1C(N(C(N(C1)CC(N1CCC(CC1)N1C(NC2=C(CC1)C=CC=C2)=O)=O)=O)CCOC)=O